Diaza-s-Indacene-3-propionic Acid C1=CC2=CC3=C(N=NC3=CC2=C1)CCC(=O)O